(6,7-dihydro-4H-thieno[3,2-c]pyran-2-yl)methanone allyl-(tert-butoxycarbonyl)-L-cysteinate C(C=C)N([C@@H](CS)C(=O)O)C(=O)OC(C)(C)C.S1C(=CC=2COCCC21)C=O